COC(=O)C=1N(C2=CC=CC=C2C1NC(=O)OC(C)(C)C)C 3-((tert-Butoxycarbonyl)amino)-1-methyl-1H-indole-2-carboxylic acid methyl ester